2-((1r,3r)-3-(benzyloxy)cyclobutyl)-5-bromo-6-isopropoxy-2H-indazole C(C1=CC=CC=C1)OC1CC(C1)N1N=C2C=C(C(=CC2=C1)Br)OC(C)C